ClC=1C=CC2=C(N(CN(S2(=O)=O)[C@@H]([C@H](C)C2=C(C(=CC=C2F)C)C)C2=NNC(O2)=O)CCCOC)C1 5-((1S,2R)-1-(6-chloro-4-(3-methoxypropyl)-1,1-dioxido-3,4-dihydro-2H-benzo[e][1,2,4]thiadiazin-2-yl)-2-(6-fluoro-2,3-dimethylphenyl)propyl)-1,3,4-oxadiazol-2(3H)-one